N-(6-aminoquinoxalin-5-yl)-N-(2-trimethylsilylethoxymethyl)methanesulfonamide NC=1C(=C2N=CC=NC2=CC1)N(S(=O)(=O)C)COCC[Si](C)(C)C